(S)-3-(6-(6,6-difluoro-2-azaspiro[3.3]heptan-2-yl)pyridin-3-yl)-5-(1-(5-fluoro-1H-pyrrolo[2,3-b]pyridin-4-yl)ethoxy)-1H-indazole FC1(CC2(CN(C2)C2=CC=C(C=N2)C2=NNC3=CC=C(C=C23)O[C@@H](C)C2=C3C(=NC=C2F)NC=C3)C1)F